NC=1C=C(C=C2C=C(N=CC12)NC1=NN2CC(N(CCC2=C1)C)=O)C1=C(C=C(C(=O)N)C=C1C)F 4-(8-amino-3-((6-methyl-7-oxo-5,6,7,8-tetrahydro-4H-pyrazolo[1,5-d][1,4]diazepin-2-yl)amino)isoquinolin-6-yl)-3-fluoro-5-methylbenzamide